NC1=CC=C(C=C1)C1=CC=C(C=C1)C1=CC=C(C=C1)C=1C(C(=C(C1C1=CC=C(C=C1)F)C1=CC=C(C=C1)F)C1=CC=C(C=C1)C1=CC=C(C=C1)C1=CC=C(C=C1)N)=O 2,5-bis(4''-amino-[1,1':4',1''-terphenyl]-4-yl)-3,4-bis(4-fluorophenyl)cyclopenta-2,4-dienone